4'-Bromomethylbiphenyl-2-carboxylic acid tert-butyl ester C(C)(C)(C)OC(=O)C=1C(=CC=CC1)C1=CC=C(C=C1)CBr